1-(4-chloropyridin-2-yl)-N-(6-methoxy-1-methylindazol-7-yl)pyrazole-4-sulfonamide ClC1=CC(=NC=C1)N1N=CC(=C1)S(=O)(=O)NC=1C(=CC=C2C=NN(C12)C)OC